FC1=CC=C(C=C1)N1N=CC2=C1C=C1CCN(C[C@]1(C2)C(=O)OC)C(=O)OC(C)(C)C (R)-6-tert-butyl 4a-methyl 1-(4-fluorophenyl)-4a,5,7,8-tetrahydro-1H-pyrazolo[3,4-g]isoquinoline-4a,6(4H)-dicarboxylate